C1(=CC=CC=C1)N(NC(=S)N=N)C1=CC=CC=C1 Diphenyl-Thiocarbazone